CN1N=CC=C1C(=O)N[C@H](C=1N=C2N(N=C(C=C2)CC2C(NC[C@@H](C2)C(F)(F)F)=O)C1)C1CCC(CC1)C 1-Methyl-N-((1S)-((1R,4S)-4-methylcyclohexyl)(6-(((5R)-2-oxo-5-(trifluoromethyl)piperidin-3-yl)methyl)imidazo[1,2-b]pyridazin-2-yl)methyl)-1H-pyrazole-5-carboxamide